O=C1O[C@@]2(C3=C(N1)N=CC=C3)CCNCCC2 (R)-2'-oxo-1',2'-dihydrospiro[azepane-4,4'-pyrido[2,3-d][1,3]oxazine]